C1(=CC=CC=C1)[SH2+] Phenyl-sulfonium